(1S,3S)-3-((6-(5-((((3-methoxy-propoxy)carbonyl)amino)methyl)-1-methyl-1H-1,2,3-triazol-4-yl)-2-methylpyridin-3-yl)oxy)cyclohexane-1-carboxylic acid COCCCOC(=O)NCC1=C(N=NN1C)C1=CC=C(C(=N1)C)O[C@@H]1C[C@H](CCC1)C(=O)O